6-amino-1-methyl-4-((2-(pyrimidin-2-yl)propan-2-yl)amino)quinazolin-2(1H)-one NC=1C=C2C(=NC(N(C2=CC1)C)=O)NC(C)(C)C1=NC=CC=N1